4-((3-acrylamidocyclohexyl)amino)pyrrolo[1,2-b]pyridazine-3-carboxamide C(C=C)(=O)NC1CC(CCC1)NC=1C=2N(N=CC1C(=O)N)C=CC2